4-(1-carbamimidoyl-1,2,3,6-tetrahydro-pyridin-4-yl)-N-[6-(1-carbamimidoyl-1,2,3,6-tetrahydro-pyridin-4-yl)-pyridazin-3-yl]-3-fluoro-benzamide C(N)(=N)N1CCC(=CC1)C1=C(C=C(C(=O)NC=2N=NC(=CC2)C=2CCN(CC2)C(N)=N)C=C1)F